OC(CCC[C@@H](C)[C@H]1CC[C@H]2[C@@H]3CC=C4C[C@H](CC[C@]4(C)[C@H]3CC[C@]12C)O)C1=C(C=CC=C1)OC 24-[hydroxy(2-methoxyphenyl)methyl]cholan-6(5)-en-3β-ol